N1CC(C1)COC(=O)C1=CC=NC2=CC=C(C=C12)C=1N=CNC1C1=NC(=CC=C1)C.CC1(N=C(C2=CC=CC=C2C1)C=1C=NC2=CC=CC=C2C1)CC(F)(F)F 3-[3-methyl-3-(2,2,2-trifluoroethyl)-3,4-dihydroisoquinolin-1-yl]quinoline azetidin-3-ylmethyl-6-[5-(6-methyl-2-pyridyl)-1H-imidazol-4-yl]quinoline-4-carboxylate